BrC=1N=C2C(=C(C(N(C2=CC1)C)=O)C#N)O 6-bromo-4-hydroxy-1-methyl-2-oxo-1,2-dihydro-1,5-naphthyridine-3-carbonitrile